4-bromo-6-(ethylthio)pyrazolo[1,5-a]pyridine-3-carbonitrile BrC=1C=2N(C=C(C1)SCC)N=CC2C#N